4-chloro-6-methoxy-7-(2-((4-methylpiperazin-1-yl)oxy)ethoxy)quinolone-3-carbonitrile ClC1=C(C(NC2=CC(=C(C=C12)OC)OCCON1CCN(CC1)C)=O)C#N